(R)-2-(dimethylamino)-N-(7-methoxy-4-(1-methyl-3-phenyl-1H-pyrazol-4-yl)quinazolin-6-yl)propionamide CN([C@@H](C(=O)NC=1C=C2C(=NC=NC2=CC1OC)C=1C(=NN(C1)C)C1=CC=CC=C1)C)C